Tosylate S(=O)(=O)([O-])C1=CC=C(C)C=C1